ricinoleic acid, methyl ester C(CCCCCCC\C=C/C[C@H](O)CCCCCC)(=O)OC